[Mo].[Mo].[Mo].[Mo].[Mo].OC1(CCOCC1)C1C[C@H](NC1=O)COC1=NC=CC2=CC(=C(C=C12)OC(C)C)C(=O)N 1-{[(2S)-4-(4-hydroxytetrahydro-2H-pyran-4-yl)-5-oxopyrrolidin-2-yl]methoxy}-7-(prop-2-yloxy)isoquinoline-6-carboxamide pentamolybdenum